C(CC)C1(C=CC=C1)[Hf]C1(C=CC=C1)CCC bis-(n-propylcyclopentadienyl)hafnium